CN(C)C=NC=1C=2N=CN([C@H]3C[C@H](O)[C@@H](CO)O3)C2N=CN1 2'-Deoxy-N-[(dimethylamino)methylene]adenosine